[Pt](OC#N)OC#N.N(=C=O)C=1C(=NC=CC1)C1=NC=CC(=C1C1=NC=CC=C1)C isocyanato-(4'-methyl-terpyridine) platinum (II) cyanate